FC1=C(C=C(C=C1)F)[C@@H]1N(CCC1)C1=NC=2N(C=C1)N=CC2C=2NC(=NN2)[C@@H]2CC(CC2)O (3S)-3-(5-(5-((R)-2-(2,5-difluorophenyl)pyrrolidin-1-yl)pyrazolo[1,5-a]pyrimidin-3-yl)-4H-1,2,4-triazol-3-yl)cyclopentan-1-ol